N[C@H]1C2N(CC1CC2)C(=O)C2=CC1=C(N(C(=N1)C1=CC=3C(=NC(=CC3)C3=C(C(=O)O)C(=CC=C3)F)N1CC1CC1)C)C(=C2)OC 2-(2-{5-[(7R)-7-amino-2-azabicyclo[2.2.1]heptane-2-carbonyl]-7-methoxy-1-methyl-1H-1,3-benzodiazol-2-yl}-1-(cyclopropylmethyl)-1H-pyrrolo[2,3-b]pyridin-6-yl)-6-fluorobenzoic acid